C12(CNCC2C1)N1N=CC(=C1)N1N=CC2=NC(=C(C=C21)OC)C2=C1CCCC1=CC=C2 (1-(3-azabicyclo[3.1.0]hex-1-yl)-1H-pyrazol-4-yl)-5-(2,3-dihydro-1H-inden-4-yl)-6-methoxy-1H-pyrazolo[4,3-b]pyridine